COC(=O)C=1C=2C=CN(C2C=CC1C=1C=NN(C1C)CC12CC3CC(CC(C1)C3)C2)C=2N=NC(=C(C2)C)Cl 5-(1-(adamantan-1-ylmethyl)-5-methyl-1H-pyrazol-4-yl)-1-(6-chloro-5-methylpyridazin-3-yl)-1H-indole-4-carboxylic acid methyl ester